5-methyl-N2-(3-morpholinopropyl)-7-phenylpyrido[2,3-d]pyrimidine-2,4-diamine CC1=CC(=NC=2N=C(N=C(C21)N)NCCCN2CCOCC2)C2=CC=CC=C2